N-(3',4'-difluoro[1,1'-bi-phenyl]-2-yl)-3-(trifluoromethyl)-2-pyrazinecarboxamide FC=1C=C(C=CC1F)C1=C(C=CC=C1)NC(=O)C1=NC=CN=C1C(F)(F)F